9-(2-ethylhexyl)carbazole-3,6-diamine C(C)C(CN1C2=CC=C(C=C2C=2C=C(C=CC12)N)N)CCCC